N-fluoro-N-(6-methoxyhexyl)-4-methylbenzenesulfonamide FN(S(=O)(=O)C1=CC=C(C=C1)C)CCCCCCOC